4-(tert-butyl)-N-(4-(6-(difluoromethyl)pyrid-3-yl)-3-(2H-tetrazol-5-yl)phenyl)piperidine-1-carboxamide C(C)(C)(C)C1CCN(CC1)C(=O)NC1=CC(=C(C=C1)C=1C=NC(=CC1)C(F)F)C=1N=NNN1